Biphenyl-4-yl-(3'-bromo-biphenyl-3-yl)-(9,9-dimethyl-9H-fluoren-2-yl)-amin C1(=CC=C(C=C1)N(C1=CC=2C(C3=CC=CC=C3C2C=C1)(C)C)C=1C=C(C=CC1)C1=CC(=CC=C1)Br)C1=CC=CC=C1